cyclohex-en-1-amine C1(=CCCCC1)N